4-methyl-1-[4-(methylamino)butyl]-1H-benzotriazol CC1=CC=CC=2N(N=NC21)CCCCNC